(2S,3S,5R)-3-((4-methoxyphenyl)diphenylmethoxy)-5-(4-(((4-methoxyphenyl)diphenylmethyl)amino)pyrrolo[2,1-f][1,2,4]triazin-7-yl)tetrahydrofuran-2-carbaldehyde COC1=CC=C(C=C1)C(O[C@@H]1[C@H](O[C@H](C1)C1=CC=C2C(=NC=NN21)NC(C2=CC=CC=C2)(C2=CC=CC=C2)C2=CC=C(C=C2)OC)C=O)(C2=CC=CC=C2)C2=CC=CC=C2